Tert-butyl-(tert-butoxycarbonyl)-α-glutamine trifluoroacetate FC(C(=O)O)(F)F.C(C)(C)(C)N([C@@H](CCC(=O)O)C(N)=O)C(=O)OC(C)(C)C